N1N(CC2=CC=CC=C12)CNC(=S)NC1=CC(=CC=C1)F 1-((1H-indazol-2-yl)methyl)-3-(3-fluorophenyl)thiourea